CC1=C(OC2=C(C=C(C=C2C1=O)C)[C@@H](C)OC1=CC=C(C(=C1C(=O)N)F)F)C=1C=NN(C1)C 6-[(1R)-1-[3,6-Dimethyl-2-(1-methylpyrazol-4-yl)-4-oxo-chromen-8-yl]ethoxy]-2,3-difluoro-benzamide